O=C1NC(CCC1N1C(C2=CC=C(C=C2C1=O)NCCC[C@@H]1C[C@H](C1)N1N=CC(=C1)C1=NC2=CC(=CC=C2N=C1)F)=O)=O 2-(2,6-dioxopiperidin-3-yl)-5-((3-(trans-3-(4-(7-fluoroquinoxalin-2-yl)-1H-pyrazol-1-yl)cyclobutyl)propyl)amino)isoindoline-1,3-dione